OC(CCCCCOC)C1=CC=C(C=C1)C1=CC=C(C=C1)CC1=CC=C(C=C1)/C=C/C(=O)C1=CC=CC=C1 (E)-3-[4-[[4-[4-(1-Hydroxy-6-methoxyhexyl)phenyl]phenyl]methyl]phenyl]-1-phenylprop-2-en-1-one